(S) or (R)-5-((dimethylamino)methyl)-3-fluoro-N'-((1,2,3,5,6,7-hexahydro-s-indacen-4-yl)carbamoyl)pyridine-2-sulfonimidamide CN(C)CC=1C=C(C(=NC1)[S@](=O)(N)=NC(NC1=C2CCCC2=CC=2CCCC12)=O)F |o1:10|